2-(2-cyclopropylphenyl)-4,4,5,5-tetramethyl-1,3,2-dioxaborolan C1(CC1)C1=C(C=CC=C1)B1OC(C(O1)(C)C)(C)C